N[C@H](C(=O)[C@@](N)(CCCCNC(CBr)=O)C(=O)O)CCN(C(CO)=O)[C@H](C(C)(C)C)C=1N(C=C(C1)C1=C(C=CC(=C1)F)F)CC1=CC=CC=C1 2-{(2S)-2-amino-4-[{(1R)-1-[1-benzyl-4-(2,5-difluorophenyl)-1H-pyrrol-2-yl]-2,2-dimethylpropyl}(glycoloyl)amino]butanoyl}-N6-(bromoacetyl)-D-lysine